O1COC2=C1C=CC(=C2)C2=NOC(=N2)CCl 3-(benzo[d][1,3]dioxol-5-yl)-5-(chloromethyl)-1,2,4-oxadiazole